(R)-(1-(2-methyl-3-(trifluoromethyl)phenyl)ethyl)carbamic acid tert-butyl ester C(C)(C)(C)OC(N[C@H](C)C1=C(C(=CC=C1)C(F)(F)F)C)=O